C(\C=C/C(=O)OCCCCCCCCCC)(=O)OCCCCCCCCCC Di-decyl maleate